NC1=NC=C(C=N1)C=1N=CN2C1N(C(C1=CC(=CC(=C21)C(C)([2H])NC2=C(C(=O)N)C=C(C=C2)F)Cl)=O)C 2-((1-(3-(2-aminopyrimidin-5-yl)-7-chloro-4-methyl-5-oxo-4,5-dihydroimidazo[1,5-a]quinazolin-9-yl)ethyl-1-d)amino)-5-fluorobenzamide